butyric acid 3-(2-(diallylamino) ethyl)-1H-indol-5-yl ester C(C=C)N(CCC1=CNC2=CC=C(C=C12)OC(CCC)=O)CC=C